C(C)(C)(C)OC(=O)C1CCN(CC1)C1=NC(=CN=C1C1=CC2=C(OCO2)C=C1)CCCO (3-(benzo[d][1,3]dioxol-5-yl)-6-(3-hydroxypropyl)pyrazin-2-yl)piperidine-4-carboxylic acid tert-butyl ester